1-(4-(4-((2,4-dimethoxybenzyl)amino)-5H-pyrrolo[3,2-d]pyrimidin-7-yl)-3,6-dihydropyridin-1(2H)-yl)ethan-1-one tert-butyl-6-methylene-2-azaspiro[3.3]heptane-2-carboxylate C(C)(C)(C)OC(=O)N1CC2(C1)CC(C2)=C.COC2=C(CNC=1C3=C(N=CN1)C(=CN3)C=3CCN(CC3)C(C)=O)C=CC(=C2)OC